tetraiodosulfophthalide potassium salt [K+].IC=1C(=C(C(=C2C(OC(=O)C12)S(=O)(=O)[O-])I)I)I